C1(CC1)C=1C(=NSC1C(=O)OCC)C=1COCCC1 ethyl 4-cyclopropyl-3-(5,6-dihydro-2H-pyran-3-yl)-1,2-thiazole-5-carboxylate